methyl 7-(((1-methylcyclopropyl) amino) methyl)-1H-pyrazolo[4,3-b]pyridine-5-carboxylate CC1(CC1)NCC1=C2C(=NC(=C1)C(=O)OC)C=NN2